(S)-6-(4-(((S)-1-(5-Chloropyrimidin-2-yl)pyrrolidin-3-yl)methoxy)-3-fluorophenyl)-2H-benzo[d][1,3]oxathiol-3-oxid ClC=1C=NC(=NC1)N1C[C@H](CC1)COC1=C(C=C(C=C1)C1=CC2=C([S@@](CO2)=O)C=C1)F